C(C=C)(=O)N1[C@@H](C=2N(CC1)N=C(C2)C2=C(C1=C(C(=N2)C=2C=C3CCNC(C3=CC2)=O)C=CS1)C1=C(C=C(C=C1OCCO)F)F)C 6-((S)-6-((R)-5-propenoyl-4-methyl-4,5,6,7-tetrahydropyrazolo[1,5-a]pyrazin-2-yl)-7-(2,4-difluoro-6-(2-hydroxyethoxy)phenyl)thieno[3,2-c]pyridin-4-yl)-3,4-dihydroisoquinolin-1(2H)-one